7-Bromo-4-methylenechroman BrC1=CC=C2C(CCOC2=C1)=C